5-bromo-2-pyrazinamine BrC=1N=CC(=NC1)N